(R)-1-(5-(4-(trifluoromethyl)phenyl)-5,6,6a,7,9,10-hexahydro-8H-pyrazino[1,2-a]pyrido[3,2-e]pyrazin-8-yl)prop-2-en-1-one FC(C1=CC=C(C=C1)N1C[C@H]2N(C3=C1C=CC=N3)CCN(C2)C(C=C)=O)(F)F